N1-((3-(3,3-dimethyl-2-oxaspiro[4.5]decan-8-yl)-5,6-dihydro-4H-pyrrolo[1,2-b]pyrazol-2-yl)methyl)-N1,N2-dimethylethane-1,2-diamine CC1(OCC2(C1)CCC(CC2)C2=C1N(N=C2CN(CCNC)C)CCC1)C